FC(C(=O)O)(F)F.N[C@H]1C(C(=C(C([C@@H]1C1=C(C=2N=C(N=C(C2S1)NCC=1OC=CC1)Cl)C)([2H])[2H])[2H])[2H])([2H])[2H] 6-((1S,6S)-6-aminocyclohex-3-en-1-yl-2,2,3,4,5,5-d6)-2-chloro-N-(furan-2-ylmethyl)-7-methylthieno[3,2-d]pyrimidin-4-amine trifluoroacetate